5-(2-(2-((3R,4S)-4-((5-isopropoxy-6-(1H-pyrazol-4-yl)-[1,2,4]triazolo[1,5-a]pyrazin-2-yl)amino)-3-methylpiperidin-1-yl)ethyl)-7-azaspiro[3.5]nonan-7-yl)isoindoline-1,3-dione C(C)(C)OC1=C(N=CC=2N1N=C(N2)N[C@@H]2[C@@H](CN(CC2)CCC2CC1(C2)CCN(CC1)C=1C=C2C(NC(C2=CC1)=O)=O)C)C=1C=NNC1